CC1=NC2=C(N1)C=CC(=C2)OC(C2=CC=CC=C2)=O (2-Methyl-1H-benzimidazol-5-yl)benzoate